N[C@@H]1[C@H](CCCC1)C1=C(C2=NC(=CC(=C2S1)NCC=1SC=CC1)Cl)C 2-((1S,2S)-2-aminocyclohexyl)-5-chloro-3-methyl-N-(thiophen-2-ylmethyl)thieno[3,2-b]pyridin-7-amine